neodymium (2-ethylhexyl) (1-methylheptyl) phosphonate P(OCC(CCCC)CC)(OC(CCCCCC)C)=O.[Nd]